1-methyl-6-((4-(1-(1-phenylethyl)-1H-benzo[d]imidazol-2-yl)piperidin-1-yl)methyl)-3-(o-tolyl)-1H-indazole CN1N=C(C2=CC=C(C=C12)CN1CCC(CC1)C1=NC2=C(N1C(C)C1=CC=CC=C1)C=CC=C2)C2=C(C=CC=C2)C